C1(CC1)C=1C=CC(=NC1OC)OC1CCC2(CN(C2)C(=O)O)CC1 7-((5-cyclopropyl-6-methoxypyridin-2-yl)oxy)-2-azaspiro[3.5]Nonane-2-carboxylic acid